1,6-bis-[2-methacryloyloxyethoxycarbonylamino]-2,4,4-tri-methylhexane C(C(=C)C)(=O)OCCOC(=O)NCC(CC(CCNC(=O)OCCOC(C(=C)C)=O)(C)C)C